(R)-4-(6-(3-aminopiperidin-1-yl)pyridin-3-yl)-6-(1-methyl-1H-pyrazol-4-yl)pyrazolo[1,5-a]pyrazine-3-carbonitrile 2,2,2-trifluoroacetate FC(C(=O)O)(F)F.N[C@H]1CN(CCC1)C1=CC=C(C=N1)C=1C=2N(C=C(N1)C=1C=NN(C1)C)N=CC2C#N